FC(CN1C=C(C=C(C1=O)C)C=1NC2=CC=C(C=C2C1C(C)C)C1CCN(CC1)CC(=O)N(C)C)F 2-(4-(2-(1-(2,2-difluoroethyl)-5-methyl-6-oxo-1,6-dihydropyridin-3-yl)-3-isopropyl-1H-indol-5-yl)piperidin-1-yl)-N,N-dimethylacetamide